BrC(=C)C1=CC=CC=C1 p-(1-bromovinyl)benzene